C(C=C)(=O)OCCC1CC2C(CC1)O2 2-(3,4-epoxy cyclohexyl)ethyl acrylate